(S)-4-(benzyloxy)-3-(1-(3-(2H-1,2,3-triazol-2-yl)propyl)pyrrolidin-3-yl)-1H-indole C(C1=CC=CC=C1)OC1=C2C(=CNC2=CC=C1)[C@H]1CN(CC1)CCCN1N=CC=N1